(S)-3-(4-bromophenoxy)-1,2-propanediol BrC1=CC=C(OC[C@H](CO)O)C=C1